tert-butyl (S)-2-methyl-4-(1-((2-methylpyrazolo[1,5-a]pyridin-5-yl)carbamoyl)-2,3-dihydro-1H-pyrrolo[2,3-b]pyridin-4-yl)piperazine-1-carboxylate C[C@@H]1N(CCN(C1)C1=C2C(=NC=C1)N(CC2)C(NC2=CC=1N(C=C2)N=C(C1)C)=O)C(=O)OC(C)(C)C